3-(3,6-dihydro-2H-pyran-4-yl)-N-(3,4-dimethoxybenzyl)-pyrazolo[1,5-a]pyrimidin-5-amine O1CCC(=CC1)C=1C=NN2C1N=C(C=C2)NCC2=CC(=C(C=C2)OC)OC